FC1(CCC(CC1)N1N=C(C=C1C)C=1C(=C(C(=O)N)C=CC1CS(=O)(=N)C)N1CCC2(CC2)CC1)F (1-(4,4-difluorocyclohexyl)-5-methyl-1H-pyrazol-3-yl)-4-((S-methylsulfonimidoyl)methyl)-2-(6-azaspiro[2.5]octan-6-yl)benzamide